CC1=CC=C(C(=O)OC2=C(C(=CC(=C2)Br)C=NC2=CC(=CC(=C2)Cl)Cl)OC(C(C)C)=O)C=C1 5-bromo-3-((3,5-dichloro-phenylimino)meth-yl)-2-(isobutyryloxy)phenyl 4-methylbenzoate